[Mn].[Co].[Ni].[Li] lithium-nickel-cobalt-manganese